C(C1=CC=CC=C1)OC(=O)C1CC(CCC1)=O 3-oxocyclohexane-1-carboxylic acid benzyl ester